C(C=C)C1C(=C(C(N(C1)C(=O)OC(C)(C)C)=O)C(NC1=C(C(=CC=C1)F)OC)=S)NCC1=C(C=NC=C1)OCCOCC=C tert-butyl 5-allyl-4-((3-(2-(allyloxy)ethoxy)pyridin-4-yl)methylamino)-3-(3-fluoro-2-methoxyphenylcarbamothioyl)-2-oxo-5,6-dihydropyridine-1(2H)-carboxylate